1-perylenecarboxylic acid sodium salt [Na+].C1(=CC=C2C=CC=C3C4=CC=CC5=CC=CC(C1=C23)=C45)C(=O)[O-]